C1(=CC=CC=C1)C1=C(C(C2=CC=CC=C12)C(=O)O)C(=O)O phenylindenedicarboxylic acid